4-amino-5-(2-chloro-5-fluorophenyl)-1-methyl-1H,2H,5H,6H,7H-pyrrolo[3,4-b]pyridine-2,7-dione NC=1C2=C(N(C(C1)=O)C)C(NC2C2=C(C=CC(=C2)F)Cl)=O